ClC1=NC=CC(=C1F)COC1=CC=C(C=N1)CC1=NOC(=C1)C=1C(=NC=CC1)N 3-(3-((6-((2-chloro-3-fluoropyridin-4-yl)methoxy)pyridin-3-yl)methyl)isoxazol-5-yl)pyridin-2-amine